1,2-oxazole-3-carboxamide O1N=C(C=C1)C(=O)N